4-(7-bromo-1-methoxypyrido[1,2-a]indol-10-yl)-2,6-di-tert-butylphenol BrC=1C=CC=2N(C3=CC=CC(=C3C2C2=CC(=C(C(=C2)C(C)(C)C)O)C(C)(C)C)OC)C1